((1R,5R)-4-(4-(hexyldimethylsilyl)-2,6-dimethoxyphenyl)-6,6-dimethylbicyclo[3.1.1]hept-2-en-2-yl)methanol methyl-5-(3-(hydroxymethyl)piperidin-1-yl)-2-methoxybenzoate CC=1C(=C(C(=O)OCC=2[C@H]3C([C@@H](C(C2)C2=C(C=C(C=C2OC)[Si](C)(C)CCCCCC)OC)C3)(C)C)C=C(C1)N1CC(CCC1)CO)OC